7-benzyloxy-4-(6-bromo-2,2-dimethyl-2H-chromen-7-oxy)quinoline C(C1=CC=CC=C1)OC1=CC=C2C(=CC=NC2=C1)OC1=C(C=C2C=CC(OC2=C1)(C)C)Br